5-((trans-3-ethyl-1-methylpiperidin-4-yl)amino)-6-(4-fluorobenzyl)pyrazine-2-carboxylic acid methyl ester COC(=O)C1=NC(=C(N=C1)N[C@H]1[C@@H](CN(CC1)C)CC)CC1=CC=C(C=C1)F